N[C@@H](C1=C(C=CC(=C1)F)O)C1=CC=C(C=C1)Cl (R)-2-(amino(4-chlorophenyl)methyl)-4-fluorophenol